C(CC)OC(C(=O)OCCC)=O Oxalic acid dipropyl ester